F[B-](F)(F)F.C(C)[N+](CC)(CC)CC Tetraethylammonium tetrafluoroborat